N,N,3-triphenyl-3H-benzo[f]chromen-8-amine C1(=CC=CC=C1)N(C1=CC2=C(C=3C=CC(OC3C=C2)C2=CC=CC=C2)C=C1)C1=CC=CC=C1